C(C)OC=1C=C(C=NC1)C1=CC=C(C2=CC=CC=C12)C(=O)N1CCN(CC1)C1=CC=C(N=N1)C(=O)NS(=O)(=O)C1=CC(=C(C=C1)NCCSC1=CC=CC=C1)C(F)(F)F 6-[4-[4-(5-Ethoxypyridin-3-yl)naphthalene-1-carbonyl]piperazin-1-yl]-N-[4-(2-phenylsulfanylethylamino)-3-(trifluoromethyl)phenyl]sulfonylpyridazine-3-carboxamide